CC1(NCCC(C1)C(=O)N1CC(C1)OC)C (2,2-dimethylpiperidin-4-yl)(3-methoxyazetidin-1-yl)methanone